Ethyl 3-[(E)-4-[3-[(1R,3R)-3-(tert-butoxycarbonylamino)cyclopentyl]-8-chloro-imidazo[1,5-a]pyrazin-5-yl]but-3-enoxy]propanoate C(C)(C)(C)OC(=O)N[C@H]1C[C@@H](CC1)C1=NC=C2N1C(=CN=C2Cl)/C=C/CCOCCC(=O)OCC